NC1=NN2C(N=C(C(=C2O)F)O)=C1C(=O)OCC ethyl 2-amino-6-fluoro-5,7-dihydroxypyrazolo[1,5-a]pyrimidine-3-carboxylate